ClC1=NC(=C2N=C(N(C2=N1)C[C@H]1OCCC1)C)N1[C@H](CN([C@@H](C1)CC)C(CC)C1=CC=C(C=C1)Cl)C 2-chloro-6-((2S,5R)-4-(1-(4-chlorophenyl)propyl)-5-ethyl-2-methylpiperazin-1-yl)-8-methyl-9-(((S)-tetrahydrofuran-2-yl)methyl)-9H-purine